2-Hydroxy-N-((1R)-2-hydroxy-2-methyl-1-(4-((2-methylpentyl)oxy)phenyl)propyl)-2-phenylpropan-3,3,3-d3-amide OC(C(=O)N[C@@H](C(C)(C)O)C1=CC=C(C=C1)OCC(CCC)C)(C([2H])([2H])[2H])C1=CC=CC=C1